C(C)(C)(C)OC(=O)N(C1=NC=2C=C(C=CC2C2=C1N=C(N2CC(C)(C)OC(=O)OC(C)(C)C)COCC)B(O)O)C(=O)OC(C)(C)C (4-(bis(t-butoxycarbonyl)amino)-1-(2-((t-butoxycarbonyl)oxy)-2-methylpropyl)-2-(ethoxymethyl)-1H-imidazo[4,5-c]quinolin-7-yl)boronic acid